O([C@H]1[C@H](O)[C@@H](O)[C@H](O)[C@H](O1)CO)[C@H]1[C@H](O)[C@H](O)[C@@H](O)[C@@H](O1)C [α-L-rhamnosyl-(1→4)] β-D-glucopyranoside